ClC1=C(C(=O)C2=CNC3=NC=C(C(=C32)N[C@H]3CO[C@@H](CC3)CO)C#N)C=CC(=C1)OC1=CC=C(C=C1)F 3-(2-chloro-4-(4-fluorophenoxy)benzoyl)-4-(((3R,6S)-6-(hydroxymethyl)tetrahydro-2H-pyran-3-yl)amino)-1H-pyrrolo[2,3-b]pyridine-5-carbonitrile